N[C@@H]1C[C@H](CC1)NC1=C(C=C(C=N1)C1N=CC=NC1=O)F (6-(((1S,3S)-3-aminocyclopentyl)amino)-5-fluoropyridin-3-yl)pyrazin-3(2H)-one